3-(4-{4-[(2-morpholin-4-yl-ethylamino)-methyl]-benzyloxy}-1-oxo-1,3-dihydro-isoindol-2-yl)-piperidine-2,6-dione BisHydrochloride Cl.Cl.N1(CCOCC1)CCNCC1=CC=C(COC2=C3CN(C(C3=CC=C2)=O)C2C(NC(CC2)=O)=O)C=C1